benzyl α-D-galactopyranoside O([C@@H]1[C@H](O)[C@@H](O)[C@@H](O)[C@H](O1)CO)CC1=CC=CC=C1